C(C1=CC=CC=C1)N(C(O)=O)[C@H](C(CBr)=O)[C@@H]1CC(CCC1)(F)F.C[C@@]1([C@H]([C@@H](C1)C(=O)C1=CC=CC=C1)C1=CC=CC=C1)C1=NC=CC=C1 ((1R,2R,3R)-3-methyl-2-phenyl-3-(pyridin-2-yl)cyclobutyl)(phenyl)methanone benzyl-((S)-3-bromo-1-((S)-3,3-difluorocyclohexyl)-2-oxopropyl)carbamate